C(C)N1CCN(CC1)C1=CC2=C(N(C(N(C2=O)CC2=CC=C(C=C2)OC)=O)CC2=CC=C(C=C2)OC)N=C1 6-(4-ethylpiperazin-1-yl)-1,3-bis(4-methoxybenzyl)pyrido[2,3-d]pyrimidine-2,4(1H,3H)-dione